1-tert-butyl 2-methyl (2S,4R)-4-iodomethylpyrrolidine-1,2-dicarboxylate IC[C@@H]1C[C@H](N(C1)C(=O)OC(C)(C)C)C(=O)OC